C(OC)(OC1=CC=C(C=C1)C(C1=CC=C(C=C1)OC(OC)=O)C1=CC=CC=C1)=O dimethyl ((phenylmethylene) bis(4,1-phenylene)) dicarbonate